C(C)N1CCN(CC1)C1=CC=C(C=C1)NC1=NC=C(C(=N1)NC1=C(C(=O)NO)C=CC=C1)F 2-((2-((4-(4-ethylpiperazin-1-yl)phenyl)amino)-5-fluoropyrimidin-4-yl)amino)-N-hydroxybenzamide